6-chloro-7-(2-fluoro-6-methoxyphenyl)-4-hydroxy-1-(2-isopropyl-4-methylpyridin-3-yl)-3-nitro-1,8-naphthyridin-2(1H)-one ClC=1C=C2C(=C(C(N(C2=NC1C1=C(C=CC=C1OC)F)C=1C(=NC=CC1C)C(C)C)=O)[N+](=O)[O-])O